N-(1-methyl-3-(6-(methylsulfonyl)-4-(oxetan-3-ylmethoxy)pyridin-2-yl)-1H-pyrrolo[2,3-c]pyridin-5-yl)acetamide CN1C=C(C=2C1=CN=C(C2)NC(C)=O)C2=NC(=CC(=C2)OCC2COC2)S(=O)(=O)C